C(C=C)OC1=CC(=CC=C1)[N+](=O)[O-] 1-allyloxy-3-nitro-benzene